SC(CC(=O)[O-])CC 3-mercaptovalerate